N-((1-cyanocyclopropyl)methyl)-2-methyl-5-((2-methylthiazol-5-yl)methoxy)benzofuran-3-carboxamide C(#N)C1(CC1)CNC(=O)C1=C(OC2=C1C=C(C=C2)OCC2=CN=C(S2)C)C